(3,5-Dimethyl-2-(2-(4-methylpiperazin-1-yl)ethoxy)benzyl)benzonitrile dihydrochloride Cl.Cl.CC=1C(=C(CC2=C(C#N)C=CC=C2)C=C(C1)C)OCCN1CCN(CC1)C